(E)-3-(2-fluoro-4,5-dimethoxyphenyl)-1-(3-hydroxyphenyl)prop-2-en-1-one diethyl-(3-((2-chloro-8-cyano-5-(4-methoxybenzyl)-5H-pyrimido[5,4-b]indol-4-yl)amino)propyl)phosphonate C(C)OP(OCC)(=O)CCCNC1=NC(=NC2=C1N(C=1C=CC(=CC21)C#N)CC2=CC=C(C=C2)OC)Cl.FC2=C(C=C(C(=C2)OC)OC)/C=C/C(=O)C2=CC(=CC=C2)O